6-[8-(1,3-benzothiazol-2-ylcarbamoyl)-3,4-dihydroisoquinolin-2(1H)-yl]-3-(5-cyano-1-{[1-(2-methoxyethoxy)cycloheptyl]methyl}-2-methyl-1H-pyrrol-3-yl)pyridine-2-carboxylic acid S1C(=NC2=C1C=CC=C2)NC(=O)C=2C=CC=C1CCN(CC21)C2=CC=C(C(=N2)C(=O)O)C2=C(N(C(=C2)C#N)CC2(CCCCCC2)OCCOC)C